CC(C)(C=C)N 2-methylbut-3-en-2-amine